ClC1=CC=NC2=CC=C(C=C12)C=1C=2N(C(=NC1C1=CC=C(C=C1)F)N)N=NN2 8-(4-chloroquinolin-6-yl)-7-(4-fluorophenyl)tetrazolo[1,5-c]pyrimidin-5-amine